tetraoxocyclododecane O=C1C(C(C(CCCCCCCC1)=O)=O)=O